5-methyl-4-(1-piperidinyl)pyrimidine-2-carbonitrile CC=1C(=NC(=NC1)C#N)N1CCCCC1